ClC=1C=CC2=C(C(=NCC3=C2N=CN=C3)C3=C(C=CC=C3)F)C1 9-Chloro-7-(2-fluoro-phenyl)-5H-benzo[c]pyrimido[4,5-e]azepin